N-acetyl-S-(4-hydroxy-2-butenyl)-L-cysteine C(C)(=O)N[C@@H](CSCC=CCO)C(=O)O